2-(azetidin-1-yl)aniline N1(CCC1)C1=C(N)C=CC=C1